OC(C(C)C)C1=CC(=NC=C1)C=1C=C2CCC(NC2=CC1)=O 6-[4-(1-hydroxy-2-methyl-propyl)-2-pyridyl]-3,4-dihydro-1H-quinolin-2-one